C(=O)(OC(C)(C)C)C=1C(=NN(C1)C(=N)N)C(=O)OC(C)(C)C Di-Boc-1H-pyrazole-1-carboxamidine